C(C)(=O)NCCC1CN(C2=CC=C(C=C12)C1=CC=C2C(C(=CN(C2=C1)C1CC1)C(=O)O)=O)CC=1C(=NC(=NC1)N)N 7-(3-(2-acetamidoethyl)-1-((2,4-diaminopyrimidin-5-yl)methyl)indolin-5-yl)-1-cyclopropyl-4-oxo-1,4-dihydroquinoline-3-carboxylic acid